3-Benzenediacetic acid C1(=CC(=CC=C1)CC(=O)O)CC(=O)O